Cl.C(C)OC(CC(=N)OCC)=O.C(C1=CC=CC=C1)C=1NC(=NN1)CC(=O)OCC ethyl 2-(5-benzyl-4H-1,2,4-triazol-3-yl)acetate Ethyl-3-ethoxy-3-imino-propanoate hydrochloride